ClC1=NC=C(C(=C1)C1=C(C=NC(=C1)C)C(=O)NC=1SC2=C(N1)CN(C2)C(=O)[C@@H]2OCCC2)OC (R)-2'-Chloro-5'-methoxy-6-methyl-N-(5-(tetrahydrofuran-2-carbonyl)-5,6-dihydro-4H-pyrrolo[3,4-d]thiazol-2-yl)-[4,4'-bipyridine]-3-carboxamide